(S)-4-(7-(3-chlorophenyl)-5-(trifluoromethyl)-7H-pyrrolo[2,3-d]pyrimidin-4-yl)-3-methylpiperazine-1-carboxylic acid tert-butyl ester C(C)(C)(C)OC(=O)N1C[C@@H](N(CC1)C=1C2=C(N=CN1)N(C=C2C(F)(F)F)C2=CC(=CC=C2)Cl)C